6-amino-2-(4-(tert-butyl)phenyl)-7-(3-methoxy-2,6-dimethylphenyl)-7H-pyrrolo[2,3-d]pyrimidine-5-carbonitrile NC1=C(C2=C(N=C(N=C2)C2=CC=C(C=C2)C(C)(C)C)N1C1=C(C(=CC=C1C)OC)C)C#N